2-chloro-N,N-dimethyl-3-nitrobenzenesulfonamide ClC1=C(C=CC=C1[N+](=O)[O-])S(=O)(=O)N(C)C